N-[6-[8-acetyl-6,7-dideuterio-3-hydroxy-1,5-dimethyl-8-azabicyclo[3.2.1]octan-3-yl]-2-(1,2-dideuterio-4,4-dimethyl-cyclohexyl)-3-pyridyl]-5-cyano-1H-imidazole-2-carboxamide C(C)(=O)N1C2(CC(CC1(C(C2[2H])[2H])C)(O)C2=CC=C(C(=N2)C2(C(CC(CC2)(C)C)[2H])[2H])NC(=O)C=2NC(=CN2)C#N)C